ClC=1C=C2C(=CN=C(C2=CN1)OC1CN(C1)C(=O)C1CC1)C(C)=O 1-(6-Chloro-1-((1-(cyclopropanecarbonyl)azetidin-3-yl)oxy)-2,7-naphthyridin-4-yl)ethan-1-one